[(1S)-3-[3-[1-[5-[tert-butyl(dimethyl)silyl]oxy-1-tetrahydropyran-2-yl-indazol-3-yl]-1,2,4-triazol-3-yl]propoxy]-1-methyl-propyl] methanesulfonate CS(=O)(=O)O[C@H](CCOCCCC1=NN(C=N1)C1=NN(C2=CC=C(C=C12)O[Si](C)(C)C(C)(C)C)C1OCCCC1)C